ClC=1C=C(C=CC1)N(C(CC(C)=O)=O)C N-(3-chlorophenyl)-N-methyl-3-oxobutanamide